BrC1=C(C(=CC(=C1)F)C)Cl 1-bromo-2-chloro-5-fluoro-3-methyl-benzene